ClC1=C(C(=CC=C1)Cl)N1N=C(C(=N1)C(=O)N)NC1=NC=C(C=C1)C(=O)N1CCN(CC1)C 2-(2,6-dichlorophenyl)-5-((5-(4-methylpiperazine-1-carbonyl)pyridin-2-yl)amino)-2H-1,2,3-triazole-4-carboxamide